6-(4-aminopiperidin-1-yl)-3,5-dicyano-4-ethylpyridin NC1CCN(CC1)C1=C(C(=C(C=N1)C#N)CC)C#N